BrC=1N=C(N(C1)COCC[Si](C)(C)C)N 4-bromo-1-((2-(trimethylsilyl)ethoxy)methyl)-1H-imidazol-2-amine